2-(4-(2-bromoethyl)phenoxy)tetrahydro-2H-pyran BrCCC1=CC=C(OC2OCCCC2)C=C1